Cl.C(C)OC(=O)[C@H]1C2CCC([C@@H]1N)CC2 (1R,2S,3S,4R)-3-aminobicyclo[2.2.2]octane-2-carboxylic acid ethyl ester hydrochloride